6-chloro-3-(((R)-1-(2-((1R,5S,6R)-6-(hydroxymethyl)-3-azabicyclo[3.1.0]hexan-3-yl)-3,6-dimethyl-4-oxo-3,4-dihydroquinazolin-8-yl)ethyl)amino)picolinic acid ClC1=CC=C(C(=N1)C(=O)O)N[C@H](C)C=1C=C(C=C2C(N(C(=NC12)N1C[C@H]2C([C@H]2C1)CO)C)=O)C